((1S,2S)-2-(trifluoromethyl)cyclopropyl)boronic acid FC([C@@H]1[C@H](C1)B(O)O)(F)F